4-methyl-2-(4-cyanophenyl)-1-hydroxy-1H-imidazole CC=1N=C(N(C1)O)C1=CC=C(C=C1)C#N